FC(C(C(C(S(=O)(=O)[O-])(F)F)(F)F)(F)F)(F)F.[Ba+2].FC(C(C(C(S(=O)(=O)[O-])(F)F)(F)F)(F)F)(F)F barium(II) nonafluorobutanesulfonate